The molecule is a nucleotide-sugar oxoanion arising from deprotonation of the diphosphate and carboxy groups of UDP-L-iduronic acid; major species at pH 7.3. It is a nucleotide-sugar oxoanion and a carbohydrate acid derivative anion. It is a conjugate base of an UDP-L-iduronic acid. C1=CN(C(=O)NC1=O)[C@H]2[C@@H]([C@@H]([C@H](O2)COP(=O)([O-])OP(=O)([O-])OC3[C@@H]([C@H]([C@@H]([C@@H](O3)C(=O)[O-])O)O)O)O)O